C1(CC1)C1=NC=NC(=C1C=1N=C(C2=C(N1)C=CC=N2)C(=O)C2=CC=C(C=C2)C=2N(C=C(N2)C(F)(F)F)C)OC (2-(4-cyclopropyl-6-methoxypyrimidin-5-yl)pyrido[3,2-d]pyrimidin-4-yl)(4-(1-methyl-4-(trifluoromethyl)-1H-imidazol-2-yl)phenyl)methanone